C(CCCCCCCCCCC)(=O)[O-].C(CCCCCCCCCCC)(=O)[O-].C(CCCCCCCCC)[Sn+2]CCCCCCCCCC didecyl-tin dilaurate